(2-methylcyclopropyl)methyl(4-nitrophenyl) carbonate C(OC1=C(C=C(C=C1)[N+](=O)[O-])CC1C(C1)C)([O-])=O